(R)-N-(1-(hydroxyamino)-4-methyl-1-oxopentan-2-yl)-2-phenylaminobenzamide ONC([C@@H](CC(C)C)NC(C1=C(C=CC=C1)NC1=CC=CC=C1)=O)=O